BrC1=C(C(=CC=C1)Br)C(COCOC)C 1,3-dibromo-2-(1-(methoxymethoxy)propan-2-yl)benzene